(R)-N-(2,6-Dioxopiperidin-3-yl)-2-fluoro-4-(4-(piperidin-4-yl)piperazin-1-yl)benzamide O=C1NC(CC[C@H]1NC(C1=C(C=C(C=C1)N1CCN(CC1)C1CCNCC1)F)=O)=O